FC=1C=C(CN2CCN(C3=CC=CC=C23)C(=O)OC(C)(C)C)C=CC1 tert-butyl 4-(3-fluorobenzyl)-3,4-dihydroquinoxaline-1(2H)-carboxylate